C/C=C/CCCCCCC(=O)O isodecenoic acid